5,6-dichlorocyclohexa-1,4-dien-1-yl sulfurofluoridate S(OC1=CCC=C(C1Cl)Cl)(=O)(=O)F